FC1(CN(C1)C(=O)C1=C(C=CC(=C1)OC(F)F)C1=CC(=NC(=C1)OC(C)C)NC(C=1C(N(C=C(C1)CNC[C@H](C)OC)C)=O)=O)F N-(4-{2-[(3,3-difluoro-1-azetidinyl)carbonyl]-4-difluoromethoxyphenyl}-6-isopropoxy-2-pyridyl)-5-{[(S)-2-methoxypropylamino]methyl}-1-methyl-2-oxo-1,2-dihydronicotinamide